2-((2S)-4-(7-(benzothien-4-yl)-6-chloro-8-fluoro-2-(((S)-1-methylpyrrolidin-2-yl)methoxy)quinazolin-4-yl)-1-(2-fluoroacryloyl)piperazin-2-yl)acetonitrile S1C=CC2=C1C=CC=C2C2=C(C=C1C(=NC(=NC1=C2F)OC[C@H]2N(CCC2)C)N2C[C@@H](N(CC2)C(C(=C)F)=O)CC#N)Cl